trans-butenenitrile C(\C=C\C)#N